CC1=C(C=C(C=C1)NC(=O)N1C[C@@H](CC1)CC(F)(F)F)C1=CC(=NC(=C1)N1CCOCC1)C=1CN(CC1)C (3S)-N-[4-methyl-3-[2-(1-methyl-2,5-dihydropyrrol-3-yl)-6-(morpholin-4-yl)pyridin-4-yl]phenyl]-3-(2,2,2-trifluoroethyl)pyrrolidine-1-carboxamide